3-((4-(4-amino-3-(4-phenoxyphenyl)-1H-pyrazolo[3,4-d]pyrimidin-1-yl)piperidin-1-yl)methyl)pyrrole-1-carboxylic acid tert-butyl ester C(C)(C)(C)OC(=O)N1C=C(C=C1)CN1CCC(CC1)N1N=C(C=2C1=NC=NC2N)C2=CC=C(C=C2)OC2=CC=CC=C2